3-fluoro-5-nitro-2-{[(trifluoromethyl)sulfonyl]oxy}benzoic acid ethyl ester C(C)OC(C1=C(C(=CC(=C1)[N+](=O)[O-])F)OS(=O)(=O)C(F)(F)F)=O